CN(C)\C=C(/C(=O)OC)\C(C(C)C)=O methyl (2Z)-2-(dimethylaminomethylene)-4-methyl-3-oxo-pentanoate